ClC=1SC=C2C1N=CN(C2=O)CC2(CCN(CC2)C(=O)[C@H]2[C@@H](CN(CC2)CC2=NC=CN=C2)C2=CC=CC=C2)O 7-chloro-3-[[4-hydroxy-1-[(3R,4R)-3-phenyl-1-(pyrazin-2-ylmethyl)piperidine-4-carbonyl]-4-piperidinyl]methyl]thieno[3,4-d]pyrimidin-4-one